ClC=1C=C(C=2N(N1)C=CN2)[C@@H]2[C@H](C2)C2=CC=C1C=NN(C1=C2)CC(F)(F)F 6-chloro-8-((1S,2S)-2-(1-(2,2,2-trifluoroethyl)-1H-indazol-6-yl)cyclopropyl)imidazo[1,2-b]pyridazine